C(\C=C\C)N1CC(CC1)C=1C=CC(=NC1)NC1=NC=C(C(=N1)C1=C(C2=C(C3(N(C2=O)C)CC3=O)S1)C)F (E)-2'-(2-((5-(1-(But-2-en-1-yl)pyrrolidin-3-yl)pyridin-2-yl)amino)-5-fluoropyrimidin-4-yl)-3',5'-dimethylspiro[cyclopropane-1,6'-thieno[2,3-c]pyrrol]-4'(5'H)-oneON